(2S,3S)-3-[[5-fluoro-2-(5-fluoro-1H-pyrrolo[2,3-b]pyridin-3-yl)pyrimidin-4-yl]amino]bicyclo[2.2.2]octane-2-carboxylic acid FC=1C(=NC(=NC1)C1=CNC2=NC=C(C=C21)F)N[C@@H]2[C@H](C1CCC2CC1)C(=O)O